C(C=C)(=O)N1C[C@@H](N(C[C@H]1C)C=1C2=C(N(C(N1)=O)C1=C(C=CC=C1S(=O)(=O)C)C1CCC1)N=C(C(=C2)F)C2=C(C=CC=C2O)F)C 4-((2S,5R)-4-acryloyl-2,5-dimethylpiperazin-1-yl)-1-(2-cyclobutyl-6-(methylsulfonyl)phenyl)-6-fluoro-7-(2-fluoro-6-hydroxyphenyl)pyrido[2,3-d]pyrimidin-2(1H)-one